OC1CC(CC1O)C(=O)OCC1=CC=CC=C1 benzyl 3,4-dihydroxy-cyclopentane-1-carboxylate